4-(4-(4-(3-((2,6-dioxopiperidin-3-yl)amino)benzyl)piperazin-1-yl)piperidin-1-yl)-N-(4-methyl-3-((4-(pyridin-3-yl)pyrimidin-2-yl)amino)phenyl)benzamide O=C1NC(CCC1NC=1C=C(CN2CCN(CC2)C2CCN(CC2)C2=CC=C(C(=O)NC3=CC(=C(C=C3)C)NC3=NC=CC(=N3)C=3C=NC=CC3)C=C2)C=CC1)=O